2-(4-(benzyloxy)-2-methoxyphenoxy)-4-methoxyaniline C(C1=CC=CC=C1)OC1=CC(=C(OC2=C(N)C=CC(=C2)OC)C=C1)OC